C(C)(C)(C)OC(=O)N1CCC(CC1)OC1=C(C(=CC=C1)Cl)[N+](=O)[O-] 4-(3-chloro-2-nitrophenoxy)piperidine-1-carboxylic acid tert-butyl ester